C(C)(C)(C)OC(=O)NC(CC(=O)[O-])(C)C1=CC=CC=C1 3-(tert-butoxycarbonylamino)-3-phenyl-butanoate